N1C=NC2=C1C=CC(=C2)N2C(OC[C@@H]2CCC2=CC=CC=C2)=O (S)-3-(1H-benzo[d]imidazol-5-yl)-4-phenethyloxazolidin-2-one